8-[(1S)-1-Hydroxyethyl]-3,6-dimethyl-2-[1-(2-methylsulfonylethyl)pyrazol-4-yl]chromen-4-one O[C@@H](C)C=1C=C(C=C2C(C(=C(OC12)C=1C=NN(C1)CCS(=O)(=O)C)C)=O)C